3-oxa-7-azabicyclo[3.3.1]nonane-7-carboxylic acid tert-butyl ester C(C)(C)(C)OC(=O)N1CC2COCC(C1)C2